CN1N=NC2=C1C=CC(=C2C)C(CC(=O)O)C=2C=C1CCCC1=C(C2)CN2S(C1=C(O[C@@H](C2)CC)N=CC=C1)(=O)=O 3-(1,4-Dimethyl-1H-benzotriazol-5-yl)-3-(7-{[(4R)-4-ethyl-1,1-dioxido-3,4-dihydro-2H-pyrido[2,3-b][1,4,5]oxathiazepin-2-yl]methyl}-2,3-dihydro-1H-inden-5-yl)propanoic acid